FC(C=1C=C(C=C(C1C=1C=C2C(=CN1)NN=C2C=2C=NN(C2)C)F)CNC)F 1-(3-(difluoromethyl)-5-fluoro-4-(3-(1-methyl-1H-pyrazol-4-yl)-1H-pyrazolo[3,4-c]pyridin-5-yl)phenyl)-N-methylmethanamine